ClC1=CC=C(C=C1)[C@H]1CC[C@H](C2=CC=CC=C12)NC |r| (1rs,4rs)-4-(4-chlorophenyl)-1,2,3,4-tetrahydro-N-methyl-1-naphthylamine